FC1=C(CCl)C=C(C=C1F)F 2,3,5-trifluorobenzyl chloride